ClC=1C=C2C(=C3C4(NC(NC13)=O)CCCCC4)OC(=C2)C(=O)N2CC(CCC2)OC 5'-chloro-2'-(3-methoxypiperidine-1-carbonyl)-7',8'-dihydro-6'H-spiro[cyclohexane-1,9'-furo[2,3-f]quinazoline]-7'-one